6-[5-[2-[bis[(4-methoxyphenyl)methyl]amino]ethyl]-2-oxo-1,3,4-oxadiazol-3-yl]-4H-1,4-benzoxazin-3-one COC1=CC=C(C=C1)CN(CCC1=NN(C(O1)=O)C=1C=CC2=C(NC(CO2)=O)C1)CC1=CC=C(C=C1)OC